ethyl 2-oxo-3-amino-5-acetyl-1,5-diazabicyclo[5.3.0]decane-10-carboxylate O=C1N2C(CCC2CN(CC1N)C(C)=O)C(=O)OCC